tetraoctyloxytitanium di(dilauryl phosphite) C(CCCCCCCCCCC)P(O)(O)(O)CCCCCCCCCCCC.C(CCCCCCCCCCC)P(O)(O)(O)CCCCCCCCCCCC.C(CCCCCCC)O[Ti](OCCCCCCCC)(OCCCCCCCC)OCCCCCCCC